bisindenyl-zirconium C1(C=CC2=CC=CC=C12)[Zr]C1C=CC2=CC=CC=C12